ClC1=NC2=CC=C(C=C2C(=N1)C(COC1OCCCC1)(C=1SC=CC1)OC1CC1)C=1C=C(C(N(C1)C)=O)C 5-(2-chloro-4-(1-cyclopropoxy-2-((tetrahydro-2H-pyran-2-yl)oxy)-1-(thiophen-2-yl)ethyl)quinazolin-6-yl)-1,3-dimethylpyridin-2(1H)-one